C(C)N1N(C=C(C1=O)I)COCC[Si](C)(C)C 2-ethyl-4-iodo-1-{[2-(trimethylsilyl)ethoxy]methyl}pyrazol-3-one